COC([C@H]([C@H]([C@@H]([C@H](C=O)O)O)O)O)=O O-methyl-glucuronic acid